C1(CC1)C1=NN=C(S1)CN1N=C(C=CC1=O)C1=CC=C(C=C1)OC(F)F 2-((5-cyclopropyl-1,3,4-thiadiazol-2-yl)methyl)-6-(4-(difluoromethoxy)phenyl)pyridazin-3(2H)-one